phenyl (3-fluoro-5-(trifluoromethyl)phenyl)carbamate FC=1C=C(C=C(C1)C(F)(F)F)NC(OC1=CC=CC=C1)=O